7-(3-difluoromethylphenyl)-isoquinoline-5-sulfonic acid (2-amino-ethyl)-amide NCCNS(=O)(=O)C=1C=2C=CN=CC2C=C(C1)C1=CC(=CC=C1)C(F)F